Benzyl 2-((3aS,6R)-3a,6-dimethyl-3-oxo-1,3,3a,4,5,6-hexahydroisobenzofuran-1-yl)acetate C[C@]12C(OC(C2=C[C@@H](CC1)C)CC(=O)OCC1=CC=CC=C1)=O